4-(4-tolyl-3,4-dihydro-2H-pyrido[4,3-b][1,4]thiazin-8-yl)benzonitrile C1(=CC=C(C=C1)C1CNC2=C(S1)C(=CN=C2)C2=CC=C(C#N)C=C2)C